tert-butyl 3,3-difluoro-4-(2-oxoethyl)piperidine-1-carboxylate FC1(CN(CCC1CC=O)C(=O)OC(C)(C)C)F